C[C@H]1CN(CCN1)C(=O)C=1SC=C(C1)C=1SC(=NN1)C1=CC=CC=C1 (3S)-3-methyl-1-[4-(5-phenyl-1,3,4-thiadiazol-2-yl)thiophene-2-carbonyl]piperazine